8-(4-(6-((5-((2-chloro-6-methylphenyl)carbamoyl)thiazol-2-yl)amino)-2-methylpyrimidin-4-yl)piperazin-1-yl)octanoic acid ClC1=C(C(=CC=C1)C)NC(=O)C1=CN=C(S1)NC1=CC(=NC(=N1)C)N1CCN(CC1)CCCCCCCC(=O)O